CC1=CC=C(C=C1)S(=O)(=O)[O-].C(C=C)(=O)OCCCC[N+](C)(C)C acryloyloxybutyltrimethyl-ammonium toluene-4-sulfonate